C(C=C)C1CC[C@H](N1C(=O)[O-])C(=O)OC 2-methyl (2S)-5-allylpyrrolidine-1,2-dicarboxylate